2-{3-[(3S)-3-cyclopropylpiperazin-1-yl]-1,2,4-triazin-6-yl}-5-(1-methyl-2,3-dihydro-1H-imidazo[1,2-b]pyrazol-7-yl)phenol C1(CC1)[C@H]1CN(CCN1)C=1N=NC(=CN1)C1=C(C=C(C=C1)C1=C2N(N=C1)CCN2C)O